pentazane NNNNN